FC1(CCN(CC1)C(CCCCCCNC=1C=CC=C2C(=NN(C12)C)C1C(NC(CC1)=O)=O)=O)F 3-(7-((7-(4,4-difluoropiperidin-1-yl)-7-oxoheptyl)amino)-1-methyl-1H-indazol-3-yl)piperidine-2,6-dione